Ethyl 3-(2-ethoxy-2-oxoethoxy)picolinate C(C)OC(COC=1C(=NC=CC1)C(=O)OCC)=O